Cl.NC(C(=O)N1CCN(CC1)C(=O)NC1=NC(N(C=C1)C1=CC=C(C=C1)CN1C[C@H]([C@@H](CC1)N)F)=O)(C)C trans-4-(2-Amino-2-methylpropanoyl)-N-[1-(4-{[4-amino-3-fluoropiperidin-1-yl]methyl}phenyl)-2-oxo-1,2-dihydropyrimidin-4-yl]piperazine-1-carboxamide hydrochloride salt